ClC=1C=C2C(=CN=C(C2=CN1)OC1CC1)[C@](COC)(C)O (S)-2-(6-Chloro-1-cyclopropoxy-2,7-naphthyridin-4-yl)-1-methoxypropan-2-ol